3-vinyl-(1-naphthyl)benzene C(=C)C=1C=C(C=CC1)C1=CC=CC2=CC=CC=C12